N1(CCCCC1)C(=O)OCOC1CCC(CC1)C1=C(C=CC=C1)O ((((1S,4S)-4-(2-hydroxyphenyl) cyclohexyl) oxy) methyl) piperidine-1-carboxylate